1-(2-(6-(2,6-difluorophenyl)quinazolin-8-yl)pyrrolidin-1-yl)but-2-yn-1-one FC1=C(C(=CC=C1)F)C=1C=C2C=NC=NC2=C(C1)C1N(CCC1)C(C#CC)=O